4-[6-(8-fluoro-2-methyl-imidazo[1,2-a]pyridin-6-yl)-4-methoxy-benzotriazol-2-yl]piperidine-1-carboxylic acid tert-butyl ester C(C)(C)(C)OC(=O)N1CCC(CC1)N1N=C2C(=N1)C=C(C=C2OC)C=2C=C(C=1N(C2)C=C(N1)C)F